rac-(1S*,2S*)-2-(6-chloropyrimidin-4-yl)-N-(4-(((6-cyclopropylimidazo[1,2-a]pyridin-2-yl)methyl)amino)pyridin-2-yl)cyclopropane-1-carboxamide ClC1=CC(=NC=N1)[C@@H]1[C@H](C1)C(=O)NC1=NC=CC(=C1)NCC=1N=C2N(C=C(C=C2)C2CC2)C1 |r|